2-cyclobutyl-2-hydroxy-acetic acid C1(CCC1)C(C(=O)O)O